N-ethylheptane-1,7-diamine C(C)NCCCCCCCN